bis(2,6-dimethoxybenzoyl)cyclohexylphosphin oxide COC1=C(C(=O)P(C2CCCCC2)(C(C2=C(C=CC=C2OC)OC)=O)=O)C(=CC=C1)OC